COC1=CC=C(C=C1)NNC(=O)[C@@H]1CN(CCC1)C(=O)OC(C)(C)C tert-butyl (S)-3-(2-(4-methoxyphenyl)hydrazine-1-carbonyl)piperidine-1-carboxylate